CC(CC(C=1C(OC2=C(C(=CC=C2C1O)O)O)=O)C=1C(OC2=C(C(=CC=C2C1O)O)O)=O)(C)C 3-[3,3-Dimethyl-1-(4,7,8-trihydroxy-2-oxochromen-3-yl)butyl]-4,7,8-trihydroxy-2H-chromen-2-one